N-(m-tolyl)hydroxylamine C1(=CC(=CC=C1)NO)C